5-((2-bromopyridin-4-yl)oxy)-3-fluoropyridin-2-amine BrC1=NC=CC(=C1)OC=1C=C(C(=NC1)N)F